diisopropoxy-bis(2-glycidoxybutyloxypropyl)silane C(C)(C)O[Si](CCCOCC(CC)OCC1CO1)(CCCOCC(CC)OCC1CO1)OC(C)C